2-(4-isopropylphenoxy)ethan-1-ol C(C)(C)C1=CC=C(OCCO)C=C1